4-(5-Acryloylhexahydropyrrolo[3,4-c]pyrrol-2(1H)-yl)-1-(2-isopropyl-4-methylpyridin-3-yl)-7-(2-Methoxyphenyl)-2-oxo-1,2-dihydropyrido[2,3-d]pyrimidine-6-carbonitrile C(C=C)(=O)N1CC2C(C1)CN(C2)C=2C1=C(N(C(N2)=O)C=2C(=NC=CC2C)C(C)C)N=C(C(=C1)C#N)C1=C(C=CC=C1)OC